C([2H])([2H])([2H])NC1=C(C(N(C2=NC(=CC=C12)C(F)(F)F)C=1C(=NC=CC1)C)=O)C(=O)OC methyl 4-((methyl-d3) amino)-1-(2-methylpyridin-3-yl)-2-oxo-7-(trifluoromethyl)-1,2-dihydro-1,8-naphthyridine-3-carboxylate